(2R)-2-[6-(2-chloropyrimidin-4-yl)-1-oxo-2,3-dihydro-1H-isoindol-2-yl]-N-[(1S)-2-hydroxy-1-(3-methoxyphenyl)ethyl]propionamide ClC1=NC=CC(=N1)C1=CC=C2CN(C(C2=C1)=O)[C@@H](C(=O)N[C@H](CO)C1=CC(=CC=C1)OC)C